1-Phenyl-biguanide hydrochloride Cl.C1(=CC=CC=C1)NC(=N)NC(=N)N